C1(CCCC1)N1C(=CC2=C1N=C(N=C2)NC2=NC=C(C=C2)N2CCC(CC2)=O)C(=O)N(C)C 7-cyclopentyl-N,N-dimethyl-2-[[5-(4-oxo-1-piperidinyl)-2-pyridinyl]amino]pyrrolo[2,3-d]-pyrimidine-6-carboxamide